3-hydroxy-3-(3,4,5-trihydroxyphenyl)propionic acid OC(CC(=O)O)C1=CC(=C(C(=C1)O)O)O